NC1=NC=C(C=C1Br)C 2-amino-3-bromo-5-methylpyridine